(S)-N'-(2-Chloroacetyl)-4-methyl-2-((S)-3-((1-methyl-1H-pyrazol-5-yl)amino)-2-oxopyrrolidin-1-yl)-N'-(((S)-2-oxopyrrolidin-3-yl)methyl)pentanehydrazide ClCC(=O)N(NC([C@H](CC(C)C)N1C([C@H](CC1)NC1=CC=NN1C)=O)=O)C[C@H]1C(NCC1)=O